(R)-N-(3-(1-((2-amino-5-(1-methyl-1H-pyrazol-4-yl)pyridin-3-yl)oxy)ethyl)phenyl)-2H-spiro[benzofuran-3,1-cyclopropane]-5-carboxamide NC1=NC=C(C=C1O[C@H](C)C=1C=C(C=CC1)NC(=O)C=1C=CC2=C(C1)C1(CC1)CO2)C=2C=NN(C2)C